(R)-1-(8,9-dihydro-6H-[1,3]dioxolo[4,5-f]isochromen-6-yl)-N-methyl-methylamine O1COC=2C1=C1CCO[C@H](C1=CC2)CNC